4-((S)-3-(4-(4-Fluorophenoxy)picolinamido)-5-methyl-4-oxo-2,3,4,5-tetrahydrobenzo[b][1,4]oxazepin-7-yl)-2,2-dimethylbut-3-yn-1-yl-L-valinat FC1=CC=C(OC2=CC(=NC=C2)C(=O)N[C@@H]2C(N(C3=C(OC2)C=CC(=C3)C#CC(CN[C@@H](C(C)C)C(=O)[O-])(C)C)C)=O)C=C1